C(CCCCCCCCCCCCCCCCC)(=O)[O-].[K+] Kalium stearat